(R)-(5-(2-(1-((2-amino-5-bromopyridin-3-yl)oxy)ethyl)-4-fluorophenyl)-2-methyl-2H-1,2,3-triazol-4-yl)(1-ethyl-1H-pyrrol-3-yl)methanone NC1=NC=C(C=C1O[C@H](C)C1=C(C=CC(=C1)F)C=1C(=NN(N1)C)C(=O)C1=CN(C=C1)CC)Br